dihydroimidazo[1,2-a]quinazoline-2-carboxamide C1C(N=C2N1C1=CC=CC=C1C=N2)C(=O)N